O1C=C(C=C1)C1=CC=C(ON2N=NC(=C2)C(=O)O)C=C1 (4-(furan-3-yl)phenoxy)-1H-1,2,3-triazole-4-carboxylic acid